C(C)[C@@H]1N(C[C@H](NC1)CC)C=1C=2N(N(C(C1)=O)C([2H])([2H])[2H])C=C(N2)CC#N 2-(8-((2S,5R)-2,5-diethylpiperazin-1-yl)-5-(methyl-d3)-6-oxo-5,6-dihydroimidazo[1,2-b]pyridazin-2-yl)acetonitrile